BrC1=CC(=C(C(=C1)NC(C)C)NC(=O)C1OCC1)F N-(4-bromo-2-fluoro-6-[(propan-2-yl)amino]phenyl)oxetane-2-carboxamide